OCCOC1=CC=C(C=C1)C1(C2=C(C=CC=C2C=2C=CC=C(C12)C=1C2=CC=CC=C2C=C2C=CC=CC12)C=1C2=CC=CC=C2C=C2C=CC=CC12)C1=CC=C(C=C1)OCCO 9,9-bis(4-(2-hydroxyethoxy)phenyl)-1,8-di(9-anthryl)fluorene